N-(5-((6-((R)-3-(3,4-dichloro-2-fluorophenyl)isoxazolidine-2-yl)pyrimidine-4-yl)amino)-2-((R)-3-(dimethylamino)pyrrolidine-1-yl)-4-methoxyphenyl)acrylamide ClC=1C(=C(C=CC1Cl)[C@@H]1N(OCC1)C1=CC(=NC=N1)NC=1C(=CC(=C(C1)NC(C=C)=O)N1C[C@@H](CC1)N(C)C)OC)F